C(C)OC=1C(=C2C(=NC1)NC=C2C(=O)C2=C(C=C(C=C2)OC2=C(C=CC=C2)F)F)N[C@]21COC([C@H]1C2)CO (5-ethoxy-4-(((1R,5S)-4-(hydroxymethyl)-3-oxabicyclo[3.1.0]hexan-1-yl)amino)-1H-pyrrolo[2,3-b]pyridin-3-yl)(2-fluoro-4-(2-fluorophenoxy)phenyl)methanone